ClC=1C=C(CN2CCN(CC2)C(CCC=2C(=NN(C2C)C=2C=CC=3N(N2)C(=NN3)C)C)=O)C=CC1O 1-(4-(3-chloro-4-hydroxybenzyl)piperazin-1-yl)-3-(3,5-dimethyl-1-(3-methyl-[1,2,4]triazolo[4,3-b]pyridazin-6-yl)-1H-pyrazol-4-yl)propan-1-one